(E)-N-(2-(6-methoxy-2-oxo-2,3-dihydro-1,3-benzooxazol-3-yl)ethyl)-3-(1,3-benzodiazol-5-yl)acrylamide COC1=CC2=C(N(C(O2)=O)CCNC(\C=C\C2=CC3=C(NC=N3)C=C2)=O)C=C1